5-bromo-3-ethyl-1-(toluene-4-sulfonyl)-1H-pyrrolo[2,3-b]pyridine BrC=1C=C2C(=NC1)N(C=C2CC)S(=O)(=O)C2=CC=C(C)C=C2